NC1=NC=2C(=CC=CC2C=2N1N=C(N2)[C@H]2C[C@H](C2)C=2C=C(C=CC2)C(C)(C)O)OC 2-{3-[cis-3-(5-amino-7-methoxy[1,2,4]triazolo[1,5-c]quinazolin-2-yl)cyclobutyl]phenyl}propan-2-ol